4-(((3s,4r)-1-((5-ethynylpyridin-2-yl)sulfonyl)-4-hydroxy-4-(hydroxymethyl)pyrrolidin-3-yl)oxy)-2-fluorobenzonitrile C(#C)C=1C=CC(=NC1)S(=O)(=O)N1C[C@@H]([C@@](C1)(CO)O)OC1=CC(=C(C#N)C=C1)F